[4-(3-methoxyallyl)cyclohexyloxymethyl]benzene COC=CCC1CCC(CC1)OCC1=CC=CC=C1